9-(trimethoxysilyl)-1-nonanethiol CO[Si](CCCCCCCCCS)(OC)OC